C(C)(C)(C)N1N=C(C=C1C1=NC2=C(C(=NC(=C2)COC)C)N1)C1CC2(OCCO2)CC1 2-(1-(tert-butyl)-3-(1,4-dioxaspiro[4.4]nonan-7-yl)-1H-pyrazol-5-yl)-6-(methoxymethyl)-4-methyl-3H-imidazo[4,5-c]pyridine